N2,N4-bis((S)-1,1,1-trifluorobutan-2-yl)-6-(6-(trifluoromethyl)pyrazin-2-yl)-1,3,5-triazine-2,4-diamine FC([C@H](CC)NC1=NC(=NC(=N1)N[C@H](C(F)(F)F)CC)C1=NC(=CN=C1)C(F)(F)F)(F)F